3-((3-amino-5-chloropyrazin-2-yl)thio)propanoic acid methyl ester COC(CCSC1=NC=C(N=C1N)Cl)=O